(S)-2-Acetyl-5-benzyl-11-(methylsulfonyl)-6-oxo-2,3,4,5,6,11-hexahydro-1H-azocino[3,4-b]indole-5-carbonitrile C(C)(=O)N1CC=2N(C3=CC=CC=C3C2C([C@@](CC1)(C#N)CC1=CC=CC=C1)=O)S(=O)(=O)C